1-{[(9H-fluoren-9-yl)methoxy]carbonyl}-L-proline C1=CC=CC=2C3=CC=CC=C3C(C12)COC(=O)N1[C@@H](CCC1)C(=O)O